ClC1=C(C(=O)OC)C=C(C(=C1)F)N1C(N(C(=CC1=O)C(F)(F)F)C)=O methyl 2-chloro-4-fluoro-5-[1-methyl-2,4-dioxo-6-(trifluoromethyl)-3-pyrimidinyl]benzoate